2-(5-((6-aminopyridin-3-yl)ethynyl)-1-oxoisoindolin-2-yl)-2-phenyl-N-(4-(quinazolin-4-ylamino)phenyl)acetamide NC1=CC=C(C=N1)C#CC=1C=C2CN(C(C2=CC1)=O)C(C(=O)NC1=CC=C(C=C1)NC1=NC=NC2=CC=CC=C12)C1=CC=CC=C1